N-isopropylfluorooctanesulfonic acid amide C(C)(C)NS(=O)(=O)C(CCCCCCC)F